C(C1=CC=CC=C1)NC1=CC(=C2C=CC=NC2=C1)C1(CC1)NC(C1=C(C=CC(=C1)OCC1N(CC1)C)C)=O N-(1-(7-(Benzylamino)quinolin-5-yl)cyclopropyl)-2-methyl-5-((1-methylazetidin-2-yl)methoxy)benzamide